(S)-5-fluoro-4-(5-fluoro-1-(trifluoromethyl)-2,3-dihydro-1H-benzo[d]pyrrolo[1,2-a]imidazol-7-yl)-N-(5-((6-methyl-2,6-diazaspiro[3.3]heptan-2-yl)methyl)pyridin-2-yl)pyrimidin-2-amine FC=1C(=NC(=NC1)NC1=NC=C(C=C1)CN1CC2(C1)CN(C2)C)C2=CC1=C(N=C3N1[C@@H](CC3)C(F)(F)F)C(=C2)F